chloropentyl (trifluoromethyl) sulfide FC(F)(F)SCCCCCCl